COC(C1=C(C=CC(=C1)CBr)[N+](=O)[O-])=O 5-(bromomethyl)-2-nitrobenzoic acid methyl ester